COC([C@@H](NS(=O)(=O)C(F)(F)F)CC(C)C)=O N-trifluoromethanesulfonylleucine methyl ester